acetic acid (E,Z,Z)-3,8,11-tetradecatrienyl ester C(C\C=C\CCC\C=C/C\C=C/CC)OC(C)=O